methyl [{6-(benzyloxy)-4-bromo-3-[(2S)-2-[(tert-butoxycarbonyl)amino]-3-{[tert-butyl(dimethyl)silyl]oxy}propyl]-2-fluorophenyl}(trifluoroacetyl)amino]acetate C(C1=CC=CC=C1)OC1=CC(=C(C(=C1N(C(C(F)(F)F)=O)CC(=O)OC)F)C[C@@H](CO[Si](C)(C)C(C)(C)C)NC(=O)OC(C)(C)C)Br